5-[4-amino-5-(trifluoromethyl)pyrrolo[2,1-f][1,2,4]triazin-7-yl]-N-[(3R,4S)-4-fluoro-1-(4,4,4-trifluoro-3-hydroxy-3-methylbutanoyl)pyrrolidin-3-yl]-2-methylbenzamide NC1=NC=NN2C1=C(C=C2C=2C=CC(=C(C(=O)N[C@@H]1CN(C[C@@H]1F)C(CC(C(F)(F)F)(C)O)=O)C2)C)C(F)(F)F